N(=NC(=O)OCC1=CC=C(C=C1)Cl)C(=O)OCC1=CC=C(C=C1)Cl bis-(4-chlorobenzyl) azodicarboxylate